NC=1C(=NC(=CN1)C1=C(C=C(C=C1)NC(C(O)C1=CC(=CC(=C1)F)F)=O)C)C(=O)O 3-amino-6-(4-(2-(3,5-difluorophenyl)-2-hydroxyacetamido)-2-methylphenyl)pyrazine-2-carboxylic acid